C(CCCCCCCCCCC)(=O)OS(=O)(=O)CCO lauroylisethionate